N1-(4-(4-((dimethylamino)methyl)-3-phenyl-1H-pyrazol-1-yl)pyrimidin-2-yl)-6-methoxy-4-morpholinobenzene-1,3-diamine CN(C)CC=1C(=NN(C1)C1=NC(=NC=C1)NC1=CC(=C(C=C1OC)N1CCOCC1)N)C1=CC=CC=C1